2'-chloro-5'-methoxy-6-methyl-N-{5-[(propan-2-yl)amino]-[1,3]thiazolo[5,4-d]pyrimidin-2-yl}-[4,4'-bipyridine]-3-carboxamide ClC1=NC=C(C(=C1)C1=C(C=NC(=C1)C)C(=O)NC=1SC=2N=C(N=CC2N1)NC(C)C)OC